N1(CCCC2=NC=CC=C12)C(CNC1=C(C#N)C(=CC(=N1)C(F)(F)F)C(F)(F)F)=O 2-((2-(3,4-dihydro-1,5-naphthyridin-1(2H)-yl)-2-oxoethyl)amino)-4,6-bis(trifluoromethyl)nicotinonitrile